(R)-5-(3-((8-methylisoquinolin-1-yl)(piperidin-3-yl)carbamoyl)phenyl)pent-4-ynoic acid CC=1C=CC=C2C=CN=C(C12)N(C(=O)C=1C=C(C=CC1)C#CCCC(=O)O)[C@H]1CNCCC1